ClCCN1C=C(C2=CC=CC=C12)C1=C[N+](=C2N(C1=O)C=CC=C2)CC=2C=NC=NC2 3-(1-(2-chloroethyl)-1H-indol-3-yl)-4-oxo-1-(pyrimidin-5-ylmethyl)-4H-pyrido[1,2-a]pyrimidinium